2-((((9H-fluoren-9-yl)methoxy)carbonyl)amino)-6-palmitoylaminocaproic acid C1=CC=CC=2C3=CC=CC=C3C(C12)COC(=O)NC(C(=O)O)CCCCNC(CCCCCCCCCCCCCCC)=O